N1(CCC1)CC1CCC(CC1)NC1=CC(=NC=C1C1=NN(C=C1)C(F)F)NC1=NC(=NC=C1)C=1C=NN(C1)S(=O)(=O)C1CC1 N4-((1s,4s)-4-(Azetidin-1-ylmethyl)cyclohexyl)-N2-(2-(1-(cyclopropylsulfonyl)-1H-pyrazol-4-yl)pyrimidin-4-yl)-5-(1-(difluoromethyl)-1H-pyrazol-3-yl)pyridine-2,4-diamine